OC1(CC(C1)C(=O)N1CC2(C1)CC(C2)CC2=CC=C1C=NN(C1=C2)CC(F)(F)F)C ((1s,3s)-3-Hydroxy-3-methylcyclobutyl)(6-((1-(2,2,2-trifluoroethyl)-1H-indazol-6-yl)methyl)-2-azaspiro[3.3]heptan-2-yl)methanon